BrCC(C#N)(C(F)(F)F)O[Si](C)(C)C 2-(bromomethyl)-3,3,3-trifluoro-2-((trimethylsilyl)oxy)propanenitrile